ClC=1C=C(C(=O)NCCN(C)C)C=CC1C=1N(C(=CC1)C1=CC=CC=C1)C=1C=NC=CC1C(F)(F)F 3-chloro-N-[2-(dimethylamino)-ethyl]-4-[5-phenyl-1-[4-(trifluoromethyl)-3-pyridinyl]pyrrol-2-yl]benzamide